N-(4-(4-amino-1-((1S,2S)-2-fluorocyclopentyl)-7-oxo-6,7-dihydro-1H-pyrazolo[3,4-d]pyridazin-3-yl)benzyl)-5-fluoro-2-methoxybenzamide NC=1C2=C(C(NN1)=O)N(N=C2C2=CC=C(CNC(C1=C(C=CC(=C1)F)OC)=O)C=C2)[C@@H]2[C@H](CCC2)F